(1s,4s)-4-((5-(1-(2,2-difluoroethyl)-1H-benzo[d][1,2,3]triazol-6-yl)-6-fluoro-4-methoxypyrrolo[2,1-f][1,2,4]triazin-2-yl)amino)-1-methylcyclohexan-1-ol FC(CN1N=NC2=C1C=C(C=C2)C=2C(=CN1N=C(N=C(C12)OC)NC1CCC(CC1)(O)C)F)F